NC1=C(C(=NN1C1CC(C1)(C)O)C1=CC=C2C(=C(C(=NC2=C1)C1=CC=CC=C1)F)OC)C(=O)N 5-amino-3-(3-fluoro-4-methoxy-2-phenylquinolin-7-yl)-1-((1s,3s)-3-hydroxy-3-methylcyclobutyl)-1H-pyrazole-4-carboxamide